C1(CC1)C1=C(C=C(C(=O)NC=2C=NC=C(C2)C(F)(F)F)C=C1)C1CN(CC1)C=1C=NC=NC1 4-cyclopropyl-3-(1-(pyrimidin-5-yl)pyrrolidin-3-yl)-N-(5-(trifluoromethyl)pyridin-3-yl)benzamide